BrC=1C=C(C(N(C1)C)=O)NC1=NC=C(C=C1)C1CCN(CC1)C 5-Bromo-1-methyl-3-(5-(1-methylpiperidin-4-yl)pyridin-2-ylamino)pyridine-2(1H)-one